C(C)SC=1C=C(C=NC1C=1N(C(C(=CN1)OCC(C(F)(F)F)(F)F)=O)C)C1(CC1)C#N 1-[5-ethylsulfanyl-6-[1-methyl-6-oxo-5-(2,2,3,3,3-pentafluoropropoxy)pyrimidin-2-yl]-3-pyridyl]cyclopropanecarbonitrile